2-chloro-6,6-dimethyl-6H-pyrimido[5,4-B][1,4]oxazin-7(8H)-one ClC=1N=CC=2OC(C(NC2N1)=O)(C)C